FC(OC1=CC(=C(C(=C1)F)S(=O)(=O)N1CC2(C1)CN(C2)CC2CCOCC2)F)F 2-((4-(difluoromethoxy)-2,6-difluorophenyl)sulfonyl)-6-((tetrahydro-2H-pyran-4-yl)methyl)-2,6-diazaspiro[3.3]heptane